2-((S)-1-(1-(5-(trifluoromethyl)pyrimidin-2-yl)piperidin-4-yl)ethoxy)-6-(2-fluoro-4-(methylsulfonyl)phenyl)imidazo[2,1-b][1,3,4]thiadiazol FC(C=1C=NC(=NC1)N1CCC(CC1)[C@H](C)OC1=NN2C(S1)=NC(=C2)C2=C(C=C(C=C2)S(=O)(=O)C)F)(F)F